[O].[Zr].[La].[Al].[Li] Lithium aluminum lanthanum zirconium oxygen